FC1=C(CC=2NC(=NN2)C(=O)N)C=C(C=C1)C(F)(F)F 5-(2-fluoro-5-(trifluoromethyl)benzyl)-4H-1,2,4-triazole-3-carboxamide